2-(bromomethyl)-3-[tert-butyl-(dimethyl)silyl]oxy-benzoic acid methyl ester COC(C1=C(C(=CC=C1)O[Si](C)(C)C(C)(C)C)CBr)=O